C(CCCCCCC)(=O)N[C@@H](C(C)C)C(=O)O N-octanoyl-valine